[2,4-bis(trifluoromethyl)phenyl]boronic acid FC(C1=C(C=CC(=C1)C(F)(F)F)B(O)O)(F)F